tert-butyl N-{4-[(2,4-dimethoxyphenyl)methyl]-3-oxo-2,3,4,5-tetrahydro-1,4-benzoxazepine-5-carbonyl}-N-(4-nitrophenyl)carbamate COC1=C(C=CC(=C1)OC)CN1C(COC2=C(C1C(=O)N(C(OC(C)(C)C)=O)C1=CC=C(C=C1)[N+](=O)[O-])C=CC=C2)=O